6-(5-chloro-2-thienyl)pyrazolo[4,3-b]pyridine ClC1=CC=C(S1)C=1C=C2C(=NC1)C=NN2